C(C)N(C1=C(C=CC(=C1)OC)[C@H]1CC=2C=CC(=CC2CC1)O)CC1=CC=C(C=C1)CCNCC (R)-6-{2-{ethyl-[4-(2-ethylaminoethyl)benzyl]amino}-4-methoxyphenyl}-5,6,7,8-tetrahydronaphthalen-2-ol